Methyl 4-(cyanomethoxy)-2-methoxybenzoate C(#N)COC1=CC(=C(C(=O)OC)C=C1)OC